S1C=NC2=C1C=CC(=C2)CN benzo[d]thiazol-5-ylmethanamine